2,3,7,8,12,13,17,18-octaethyl-21H,23H-porphin nickel (II) [Ni+2].C(C)C1=C2NC(=C1CC)C=C1C(=C(C(=N1)C=C1C(=C(C(N1)=CC=1C(=C(C(N1)=C2)CC)CC)CC)CC)CC)CC